C(CCC)[Sn](CC#N)(CCCC)CCCC 2-(tributylstannyl)acetonitrile